CC=1C=C(C=CC1C)N (3,4-dimethylphenyl)amine